ethyl 6-chloropyridazine-3-carboxylate ClC1=CC=C(N=N1)C(=O)OCC